C1(CC1)CN1C2=C(C=C1C(=O)O)C=C(O2)C(F)(F)F 6-(cyclopropylmethyl)-2-(trifluoromethyl)-6H-furo[2,3-b]pyrrole-5-carboxylic acid